ClC=1C(=NC=C(C1)Cl)N1N=C(C=C1C(=O)Cl)Br 1-(3,5-dichloropyridin-2-yl)-3-bromo-1H-pyrazole-5-carbonyl chloride